FC1=CC=C(C=C1)NC1=NC=CC(=N1)N1C=2N(CCC1)N=C(C2)C#CC(C)(O)C=2SC=CN2 4-(4-(2-((4-Fluorophenyl)amino)pyrimidin-4-yl)-4,5,6,7-tetrahydropyrazolo[1,5-a]pyrimidin-2-yl)-2-(thiazol-2-yl)but-3-yn-2-ol